BrC=1C=C(C=NC1Cl)OC1CN(C1)C(=O)OC(C)(C)C tert-butyl 3-[(5-bromo-6-chloropyridin-3-yl)oxy]azetidine-1-carboxylate